OC[C@@H]1N(C2=C(OC1)C(=CC=C2)C(=O)NC2=CC=C(C=C2)OCC(F)(F)F)C2=NC=C(C=C2)C (S)-3-(hydroxymethyl)-4-(5-methylpyridin-2-yl)-N-(4-(2,2,2-trifluoroethoxy)phenyl)-3,4-dihydro-2H-benzo[b][1,4]oxazine-8-carboxamide